CC(C(=O)O)CSC 2-methyl-3-(methylthio)propionic acid